[N+](=O)([O-])C1=CC=C(C=C1)N=NC1=C(C=CC2=CC=CC=C12)O 1-(4-nitrophenylazo)-2-naphthol